C(C1=CC=CC=C1)OCCCC(=O)NC(C(=O)OC)C1=CC(=CC=C1)OC methyl [4-(benzyloxy)butanamido](3-methoxyphenyl)acetate